FC1=CC=C(C=C1)C1=C(N(C=N1)CC(F)(F)F)C=1N(C=C(N1)C(=O)OCC)COCC[Si](C)(C)C ethyl 5'-(4-fluorophenyl)-3'-(2,2,2-trifluoroethyl)-1-((2-(trimethylsilyl) ethoxy) methyl)-1H,3'H-[2,4'-biimidazole]-4-carboxylate